7-((3r,6s)-6-(azetidin-1-ylmethyl)tetrahydro-2H-pyran-3-yl)-5-(2-fluoro-4-phenoxyphenyl)imidazo[5,1-f][1,2,4]triazin-4-amine N1(CCC1)C[C@@H]1CC[C@@H](CO1)C1=NC(=C2C(=NC=NN21)N)C2=C(C=C(C=C2)OC2=CC=CC=C2)F